N1(N=CN=C1)C[C@H](C)OC1=C(C#N)C=CC=C1 2-(((2S)-1-(1H-1,2,4-triazol-1-yl)propan-2-yl)oxy)benzonitrile